C(C=C)(=O)N1C[C@H](CC1)N1N=C(C(=C1NC)C(=O)N)C#CC1=CC(=CC(=C1)OC)OC (S)-1-(1-ACRYLOYLPYRROLIDIN-3-YL)-3-((3,5-DIMETHOXYPHENYL)ETHYNYL)-5-(METHYLAMINO)-1H-PYRAZOLE-4-CARBOXAMIDE